diethyl-N,N'-diphenyl-urea C(C)N(C(N(C1=CC=CC=C1)CC)=O)C1=CC=CC=C1